COC1=CC2=C(SCCN2)C=C1 6-methoxy-3,4-dihydro-2H-benzo[b][1,4]thiazine